3-indolediazonium N1C=C(C2=CC=CC=C12)[N+]#N